2-cyclopentyl-acetamide C1(CCCC1)CC(=O)N